(3-(3-cyclohexyl-4-oxo-3,4-dihydro-phthalazin-1-yl)phenyl)ethylsulphonamide C1(CCCCC1)N1N=C(C2=CC=CC=C2C1=O)C=1C=C(C=CC1)CCS(=O)(=O)N